O=C1NC(CCC1N1C(C2=CC=CC(=C2C1=O)CN1CCN(CC1)CCCO)=O)=O 2-(2,6-dioxopiperidin-3-yl)-4-((4-(3-hydroxypropyl)piperazin-1-yl)methyl)isoindoline-1,3-dione